COC1=CC(=CC2=C1N(C(=N2)C=2N1CCC(NC3=CC=CC(C2)=C13)=O)C)C(=O)O 7-methoxy-1-methyl-2-(10-oxo-1,9-diazatricyclo[6.4.1.04,13]tridec-2,4(13),5,7-tetraen-2-yl)benzimidazole-5-carboxylic acid